N-((7R)-2-cyano-2-azabicyclo[2.2.1]heptan-7-yl)-5-(3-(4-fluorophenoxy)pyridin-4-yl)thiazole-2-carboxamide C(#N)N1C2CCC(C1)[C@H]2NC(=O)C=2SC(=CN2)C2=C(C=NC=C2)OC2=CC=C(C=C2)F